OC1=C(C=CC=C1)C(C=CC1=CC(=CC=C1)OCC1=CC=CC=C1)=O 1-(2-Hydroxyphenyl)-3-(3-phenylmethoxyphenyl)prop-2-en-1-one